C(CCCCC)[Si](O)(O)O hexyl-silanetriol